cobalt(II) formate hydrate O.C(=O)[O-].[Co+2].C(=O)[O-]